(1R,2R,3S)-2-((benzyloxy)carbonyl)-3-(4-bromophenyl)cyclohexane-1-carboxylic acid C(C1=CC=CC=C1)OC(=O)[C@H]1[C@@H](CCC[C@@H]1C1=CC=C(C=C1)Br)C(=O)O